Tert-butyl 2-((4,4-dimethylpiperidin-1-yl)methyl)-6-(hydroxymethyl)-1H-indole-1-carboxylate CC1(CCN(CC1)CC=1N(C2=CC(=CC=C2C1)CO)C(=O)OC(C)(C)C)C